6-chloro-7-(3-methylpyrazol-1-yl)-1H-indole-3-sulfonyl chloride ClC1=CC=C2C(=CNC2=C1N1N=C(C=C1)C)S(=O)(=O)Cl